2-(4-Methylpyridin-2-yl)propan-2-ol ethyl-3-{[5-({2-[(3-ethoxy-3-oxopropyl)carbamoyl]-1,3-dioxo-2,3-dihydro-1H-inden-5-yl}oxy)-1,3-dioxo-2,3-dihydro-1H-inden-2-yl]formamido}propanoate C(C)C(C(=O)OC(C)(C)C1=NC=CC(=C1)C)CNC(=O)C1C(C2=CC=C(C=C2C1=O)OC=1C=C2C(C(C(C2=CC1)=O)C(NCCC(=O)OCC)=O)=O)=O